N[C@H](C(=O)O)CNC (S)-2-Amino-3-(methylamino)propanoic acid